NC1=NC=C(C2=C1C(=C(N2C)C2=C(C=C(C=C2)NC(=O)C(=C)F)C)C2=CC(=C(C(=O)NCC(F)(F)F)C=C2)OC)Br 4-(4-amino-7-bromo-2-{4-[(2-fluoroacrylamino)]-2-methylphenyl}-1-methylpyrrolo[3,2-c]pyridin-3-yl)-2-methoxy-N-(2,2,2-trifluoroethyl)benzamide